N-[[4-[[(5-amino-2-bromo-6H-thieno[3,2-b]azepin-7-carbonyl)-propyl-amino]methyl]phenyl]methyl]-N-methyl-carbamic acid tert-butyl ester C(C)(C)(C)OC(N(C)CC1=CC=C(C=C1)CN(CCC)C(=O)C1=CC2=C(N=C(C1)N)C=C(S2)Br)=O